5-ethyl-4-heptene-2,3-dione C(C)C(=CC(C(C)=O)=O)CC